[C@@H]1(CC[C@@H](CO)O1)N1C(=O)NC(=O)C=C1 2',3'-dideoxyuridine